TETRAHYDROCYCLOHEPTA-INDAZOL N1NCC2C=CC=3C(=C12)C=CC=CC3